O=C1NC(CCC1C1=NN(C2=CC(=CC=C12)C1CCN(CC1)C[C@@H]1[C@H](CN(CC1)C(=O)OC(C)(C)C)C)C)=O tert-butyl (3R,4S)-4-((4-(3-(2,6-dioxopiperidin-3-yl)-1-methyl-1H-indazol-6-yl)piperidin-1-yl)methyl)-3-methylpiperidine-1-carboxylate